3-Methyl-N-[(1S)-1-(trans-4-methyl-cyclohexyl)-2-oxo-2-{[5-(tetrahydropyran-4-yl)thiazol-2-yl]amino}ethyl]isoxazole-4-carboxamide CC1=NOC=C1C(=O)N[C@H](C(NC=1SC(=CN1)C1CCOCC1)=O)[C@@H]1CC[C@H](CC1)C